dithienothiophene S1C=CC2=C1C1=C(S2)SC=C1